((2-(4-(2-((2-butyloctanoyl)oxy)ethyl)piperazin-1-yl)ethyl)azanediyl)bis(butane-4,1-diyl) bis(2-butyloctanoate) C(CCC)C(C(=O)OCCCCN(CCCCOC(C(CCCCCC)CCCC)=O)CCN1CCN(CC1)CCOC(C(CCCCCC)CCCC)=O)CCCCCC